C1(CC1)C1=C(C=CC=C1)C1=CC(=C(C=C1)C1CN(CC1)C(=O)C1=NC=CN=C1)CO (3-(2'-cyclopropyl-3-(hydroxymethyl)biphenyl-4-yl)pyrrolidin-1-yl)(pyrazin-2-yl)methanone